3-((tert-Butoxycarbonyl)amino)-2,2-dimethylpropionic acid methyl ester COC(C(CNC(=O)OC(C)(C)C)(C)C)=O